2-methyl-1-(naphthalen-2-yl)-3-phenylpropan-1-one CC(C(=O)C1=CC2=CC=CC=C2C=C1)CC1=CC=CC=C1